C1(CC1)OC1=NN(C=C1NC=O)C(C(F)F)C N-(3-cyclopropoxy-1-(1,1-difluoropropan-2-yl)-1H-pyrazol-4-yl)carboxamide